FC1(CC(C1)OC1=NC=CC2=C1SC(=N2)NC(C=CNC(=O)C2=CC(=CC=C2)C2=NOC(=N2)C)=O)F N-[4-(3,3-difluorocyclobutoxy)-[1,3]thiazolo[5,4-c]pyridin-2-yl]-3-{[3-(5-methyl-1,2,4-oxadiazol-3-yl)phenyl]formamido}propenamide